O[C@H]1C[C@](N(C1)C(=O)OC(C)(C)C)(C(=O)OC)C (2S,4S)-1-tert-butyl 2-methyl 4-hydroxy-2-methylpyrrolidine-1,2-dicarboxylate